1,2-dimethylethane CCCC